tert-butyl (RS)-7-(2-amino-2-oxoethyl)-2-(4-fluorophenyl)-3-(pyridin-4-yl)-6,7-dihydropyrazolo[1,5-a]pyrazine-5(4H)-carboxylate NC(C[C@@H]1CN(CC=2N1N=C(C2C2=CC=NC=C2)C2=CC=C(C=C2)F)C(=O)OC(C)(C)C)=O |r|